5-amino-6-(2-chloro-5-fluorophenyl)-6-hydroxy-2-methyl-3-(methyldioxo-lambda6-sulfanyl)-7,8-dihydro-6H-pyrrolo[4,3-g]indazol-8-one NC1=CC2=C(N(N=C2C2=C1C(NC2=O)(O)C2=C(C=CC(=C2)F)Cl)C)S(=O)(=O)C